tetracosaheptadecene C=C=C=C=C=C=C=C=C=C=C=C=C=C=C=C=C=CCCCCCC